ClC=1C2=CN(N=C2C(=C(C1)C1=CC=C(C=C1)[C@@H]1[C@H](CN(CC1)CC)F)Cl)C(C(=O)OCC)C1=C2N(C=N1)CCC2 ethyl 2-(4,7-dichloro-6-(4-((3R,4R)-1-ethyl-3-fluoropiperidin-4-yl)phenyl)-2H-indazol-2-yl)-2-(6,7-dihydro-5H-pyrrolo[1,2-c]imidazol-1-yl)acetate